N1(CCOCC1)C1=NC(=NC=C1)NC1=NC=NC2=CC(=C(C=C12)NC(CCCCC(=O)OC)=O)OC methyl 6-((4-((4-morpholinylpyrimidin-2-yl) amino)-7-methoxyquinazolin-6-yl) amino)-6-oxohexanoate